C(#N)C1=CC=2C3=C(C=NC2C=C1)N=C(N3[C@H]3C[C@H](OCC3)C)CC(=O)NCC=3C=NOC3C 2-(8-cyano-1-((2R,4R)-2-methyltetrahydro-2H-pyran-4-yl)-1H-imidazo[4,5-c]quinolin-2-yl)-N-((5-methylisoxazol-4-yl)methyl)acetamide